BrC=1C=C2CCN(C2=CC1)C(/C=C/C=1C=NN2C1N(C(C(=C2O)C(=O)NC2CC2)=O)CC(C)C)=O (E)-3-(3-(5-Bromoindolin-1-yl)-3-oxoprop-1-en-1-yl)-N-cyclopropyl-7-hydroxy-4-isobutyl-5-oxo-4,5-dihydropyrazolo[1,5-a]pyrimidine-6-carboxamide